C(C)(C)(C)OC(CCOCCOCCBr)=O 3-[2-(2-bromoethoxy)ethoxy]propionic acid tert-butyl ester